5-acetonyl-2-methoxy-benzenesulfonamide C(C(=O)C)C=1C=CC(=C(C1)S(=O)(=O)N)OC